N1(CCC1)CCNC(=O)C1=C(C2=C(CCC3=CN(N=C23)CC2=CC=C(C=C2)Cl)O1)C N-[2-(azetidin-1-yl)ethyl]-2-(4-chlorobenzyl)-8-methyl-4,5-dihydro-2H-furo[2,3-g]indazole-7-carboxamide